C1NN=CCC2=C1C=CC=C2 2,5-dihydro-1H-benzo[d][1,2]diazepine